BrC1=C(C=2C(=C3C=NN(C3=CC2)C2OCCCC2)OCC1)C1=CC=C(C=C1)N1CCC(CC1)C(OC)OC 4-bromo-5-(4-(4-(dimethoxymethyl)piperidin-1-yl)phenyl)-8-(tetrahydro-2H-pyran-2-yl)-3,8-dihydro-2H-oxepino[2,3-e]indazole